6-Bromo-1,4-dichloro-7-(2-chloro-5-fluorophenyl)-8-(4-methoxybenzyl)-7,8-dihydro-9H-pyrrolo[3,4-f]phthalazine BrC=1C2=C(C=3C(=NN=C(C3C1)Cl)Cl)CN(C2C2=C(C=CC(=C2)F)Cl)CC2=CC=C(C=C2)OC